CN(C(OC(C)(C)C)=O)CCOCC1=NC2=CC=C(C=C2C(N1CC(C)(C)C)=O)C(F)(F)F tert-butyl methyl(2-((3-neopentyl-4-oxo-6-(trifluoromethyl)-3,4-dihydroquinazolin-2-yl)methoxy)ethyl)carbamate